BrC=1C(=C(C(=CC1)NCCCC=C)N)Cl 4-bromo-3-chloro-N1-(pent-4-en-1-yl)benzene-1,2-diamine